Methyl 4'-amino-5-(4-(4-(trifluoromethyl)phenyl)-1H-1,2,3-triazol-1-yl)-[1,1'-biphenyl]-3-carboxylate NC1=CC=C(C=C1)C1=CC(=CC(=C1)N1N=NC(=C1)C1=CC=C(C=C1)C(F)(F)F)C(=O)OC